(S)-3-(4-(6,7-difluoro-3-methyl-2-oxo-2,3-dihydro-1H-benzo[d]imidazol-1-yl)phenyl)-2-(tritylamino)propionic acid methyl ester COC([C@H](CC1=CC=C(C=C1)N1C(N(C2=C1C(=C(C=C2)F)F)C)=O)NC(C2=CC=CC=C2)(C2=CC=CC=C2)C2=CC=CC=C2)=O